N-(3-chlorobenzyl)-6-{5-[(cyclopropylamino)carbonyl]-3-fluoro-2-methylphenyl}nicotinamide ClC=1C=C(CNC(C2=CN=C(C=C2)C2=C(C(=CC(=C2)C(=O)NC2CC2)F)C)=O)C=CC1